2-Morpholinobenzaldehyd O1CCN(CC1)C1=C(C=O)C=CC=C1